2-(β-naphthoylmethylene)-3-methylbenzothiazolin C1=C(C=CC2=CC=CC=C12)C(=O)C=C1SC2=C(N1C)C=CC=C2